3-chloro-5-(2-(4-((2-(4-(7-(piperidin-4-ylmethyl)-7-azaspiro[3.5]nonan-2-yl)piperazin-1-yl)pyrimidin-4-yl)methoxy)phenyl)propan-2-yl)benzonitrile ClC=1C=C(C#N)C=C(C1)C(C)(C)C1=CC=C(C=C1)OCC1=NC(=NC=C1)N1CCN(CC1)C1CC2(C1)CCN(CC2)CC2CCNCC2